tert-butyl (2-(5-((4-benzylpiperidin-1-yl)methyl)-4H-1,2,4-triazol-3-yl)-1H-indol-5-yl)carbamate C(C1=CC=CC=C1)C1CCN(CC1)CC=1NC(=NN1)C=1NC2=CC=C(C=C2C1)NC(OC(C)(C)C)=O